N-(3,5-Dimethoxyphenyl)2-ethynyl-N-(1-isopropylpyrrolidin-3-yl)thiazole-4-carboxamide COC=1C=C(C=C(C1)OC)N(C(=O)C=1N=C(SC1)C#C)C1CN(CC1)C(C)C